BrC1=CC=C2C(=C(C(N(C2=C1)C)=O)C#N)N1CCC(CC1)C=1OC2=C(N1)C=C(C(=C2)F)F 7-Bromo-4-[4-(5,6-difluoro-1,3-benzooxazol-2-yl)piperidin-1-yl]-1-methyl-2-oxo-1,2-dihydroquinoline-3-carbonitrile